OCCC(COCCO)OCCO 2,2'-((4-hydroxybutane-1,2-diyl)bis(oxy))bis(ethan-1-ol)